3-(4-ethylpiperazin-1-yl)propionic acid (S)-tert-butyl-5-(5-(1-(2-(1-(tert-butoxycarbonyl)pyrrolidin-3-yl)acetyl)-azetidin-3-yl)-2-methoxyphenyl)-1H-pyrazole-1-carboxylate C(C)(C)(C)OC(=O)N1N=CC=C1C1=C(C=CC(=C1)C1CN(C1)C(C[C@H]1CN(CC1)C(=O)OC(C)(C)C)=O)OC.C(C)N1CCN(CC1)CCC(=O)O